N=1C=C(N2C1C=CC=C2)C=O imidazo[1,2-a]pyridine-3-carbaldehyde